CC1=CC(=NO1)CSC1=NC=CC=C1C(=O)NCCNC1=C(C=CC=C1)[N+](=O)[O-] 2-[[(5-methyl-3-isoxazolyl)methyl]thio]-N-[2-[(2-nitrophenyl)amino]ethyl]-3-pyridinecarboxamide